C1(CCC1)N1CC([C@@H](CC1)NC1=NN2C(C(=N1)OC)=C(C=C2)C=2C=CC1=C(N(C(=N1)C)CC(F)F)C2)(F)F (R)-N-(1-Cyclobutyl-3,3-difluoropiperidin-4-yl)-5-(1-(2,2-difluoroethyl)-2-methyl-1H-benzo[d]imidazol-6-yl)-4-methoxypyrrolo[2,1-f][1,2,4]triazin-2-amine